ClC=1C=CC=C2C(=NC(=NC12)C=1C=NC(=CC1)Cl)C 8-Chloro-2-(6-chloropyridin-3-yl)-4-methylquinazoline